methyl-4-[3-[(4,5-dichloro-1-methyl-indole-2-carbonyl)-amino]-pyrrolidin-3-yl]-benzoate COC(C1=CC=C(C=C1)C1(CNCC1)NC(=O)C=1N(C2=CC=C(C(=C2C1)Cl)Cl)C)=O